COC(=O)C1C(N=CN1)(C)C 4,4-dimethyl-4,5-dihydro-1H-imidazole-5-carboxylic acid methyl ester